5-(1-((1H-imidazol-4-yl)methyl)piperidin-4-yl)-3-(2,2-difluoroethyl)-2-(2,6-dimethylpyridin-4-yl)-1H-indole N1C=NC(=C1)CN1CCC(CC1)C=1C=C2C(=C(NC2=CC1)C1=CC(=NC(=C1)C)C)CC(F)F